N-[1-[5-bromo-2-[5-(2,2-difluoroethoxy)pyrimidin-2-yl]-1,2,4-triazol-3-yl]ethyl]-2-cyclopropyl-6-(trifluoromethyl)pyridine-4-carboxamide BrC=1N=C(N(N1)C1=NC=C(C=N1)OCC(F)F)C(C)NC(=O)C1=CC(=NC(=C1)C(F)(F)F)C1CC1